[Ru](Cl)(Cl)Cl ruthenium trichloride